C(C)(C)(C)N(C(O)=O)C1CCN(CC1)C(CCN1CCN(CC1)C1=CC(=C(C=C1)OC)N1C(NC(CC1)=O)=O)=O.N[C@@H](CCC(=O)O)C(=O)N[C@@H]([C@@H](C)CC)C(=O)O glutamyl-isoleucine tert-butyl-(1-(3-(4-(3-(2,4-dioxotetrahydropyrimidin-1(2H)-yl)-4-methoxyphenyl)piperazin-1-yl)propanoyl)piperidin-4-yl)carbamate